C(C)(C)(C)OC(=O)N1C[C@H](N(CC1)C(C([2H])([2H])[2H])=O)C1=CC(=NC(=C1)Cl)C1=CC(=NC(=C1)C(NC([2H])([2H])[2H])=O)F.P.[Ru] Ruthenium Phosphine tert-butyl-(R)-4-(acetyl-d3)-3-(6-chloro-2'-fluoro-6'-((methyl-d3)carbamoyl)-[2,4'-bipyridin]-4-yl)piperazine-1-carboxylate